NCCC1(CCN(CC1)C1=CC=C2C(N(C(NC2=C1)=O)C1=C(C(=CC=C1)Cl)Cl)=O)C 7-(4-(aminoethyl)-4-methylpiperidin-1-yl)-3-(2,3-dichlorophenyl)quinazoline-2,4(1H,3H)-dione